tert-butyl 2-(5-(4-chloro-3-fluorophenyl)-6,7-dimethyl-2-oxo-2,3-dihydro-1H-thieno[2,3-e][1,4]diazepin-3-yl)acetate ClC1=C(C=C(C=C1)C=1C2=C(NC(C(N1)CC(=O)OC(C)(C)C)=O)SC(=C2C)C)F